5'-chloro-2'-[4-(pyridin-2-yl)piperazine-1-carbonyl]-7',8'-dihydro-6'H-spiro[cyclohexane-1,9'-furo[2,3-f]quinazoline]-7'-one ClC=1C=C2C(=C3C4(NC(NC13)=O)CCCCC4)OC(=C2)C(=O)N2CCN(CC2)C2=NC=CC=C2